2-[1-cyclobutyl-6-(1H-1,2,4-triazol-1-yl)-1H-1,3-benzodiazol-2-yl]-5-hydroxy-1-methyl-N-(1,2-oxazol-4-yl)-6-oxo-1,6-dihydropyrimidine-4-carboxamide C1(CCC1)N1C(=NC2=C1C=C(C=C2)N2N=CN=C2)C=2N(C(C(=C(N2)C(=O)NC=2C=NOC2)O)=O)C